((4-bromo-2-fluorophenyl)(methyl)amino)-2,2-dimethylpropionamide BrC1=CC(=C(C=C1)N(C)CC(C(=O)N)(C)C)F